Cl.C12CN(CC(CNC1)O2)C(=O)OC(C)(C)C tert-butyl 9-oxa-3,7-diazabicyclo[3.3.1]nonane-3-carboxylate hydrochloride